O=C1C=CC=NN1CC1=CC(=CC=C1)C1=NC=C(C=N1)OCCN1CCNCC1 6-oxo-1-(3-(5-(2-(piperazin-1-yl)ethoxy)pyrimidin-2-yl)benzyl)-1,6-dihydropyridazine